FC1(CC1)C(=O)N[C@H](C(=O)N1[C@@H](C[C@H](C1)O)C(=O)NCC1=C(OCC(=O)O)C=C(C=C1)C1=C(N=CS1)C)C(C)(C)C 2-(2-(((2s,4r)-1-((S)-2-(1-fluorocyclopropane-1-carboxamido)-3,3-dimethylbutyryl)-4-hydroxypyrrolidine-2-carboxamido)methyl)-5-(4-methylthiazol-5-yl)phenoxy)acetic acid